NC1=NC=C(C=N1)C=1C=CC=2N(N1)C(=CN2)C#CC2CC2 6-(2-Aminopyrimidin-5-yl)-3-(cyclopropylethynyl)imidazo[1,2-b]pyridazine